FC1=C(C=C(C=C1)F)C(CC#C[Si](C(C)C)(C(C)C)C(C)C)N1C(C2=CC(=CC(=C2C1)F)C1=CC=C(C=C1)C1CCN(CC1)C)=O 2-(1-(2,5-difluorophenyl)-4-(triisopropylsilyl)but-3-yn-1-yl)-4-fluoro-6-(4-(1-methylpiperidin-4-yl)phenyl)isoindolin-1-one